N-(cyanomethyl)-4-[[3-[1-(cyanomethyl)-3-(trifluoromethyl)pyrazol-4-yl]imidazo[1,2-a]pyrazin-8-yl]amino]-2-ethylbenzamide C(#N)CNC(C1=C(C=C(C=C1)NC=1C=2N(C=CN1)C(=CN2)C=2C(=NN(C2)CC#N)C(F)(F)F)CC)=O